(1S)-1-tert-butoxycarbonyl-2-methyl-propane C(C)(C)(C)OC(=O)CC(C)C